C(C)(C)(C)[Si](C1C(OC1)C(=O)N)(C)C 3-[tert-butyl-(dimethyl)silyl]oxetanecarboxamide